methyl 2-(1-(tert-butoxycarbonyl)azetidin-3-yl)-5-methyl-1H-indole-6-carboxylate C(C)(C)(C)OC(=O)N1CC(C1)C=1NC2=CC(=C(C=C2C1)C)C(=O)OC